CC1=C(C=CC=C1)C1=C(C(=NC=2C[C@H](CCC12)C1=C(N=CS1)C)N1CC2(CN(C2)C(C=C)=O)CC1)C#N (7S)-4-(2-methylphenyl)-7-(4-methyl-1,3-thiazol-5-yl)-2-(2-(2-propenoyl)-2,6-diazaspiro[3.4]octan-6-yl)-5,6,7,8-tetrahydro-3-quinolinecarbonitrile